N1,N3,N5-tris(2-octyldodecyl)benzene-1,3,5-tricarboxamide C(CCCCCCC)C(CNC(=O)C1=CC(=CC(=C1)C(=O)NCC(CCCCCCCCCC)CCCCCCCC)C(=O)NCC(CCCCCCCCCC)CCCCCCCC)CCCCCCCCCC